Cl.Cl.N[C@H](CCNCCOC)C [(3S)-3-Aminobutyl][2-(methyloxy)ethyl]amine bishydrochloride